(S)-benzyl 3-methylpiperazine-1-carboxylate C[C@H]1CN(CCN1)C(=O)OCC1=CC=CC=C1